4-[2-[2-[2-[2-chloro-3-(2,6-dioxocyclohexanecarbonyl)phenoxy]ethoxy]ethoxy]-ethoxy]-2-(2,6-dioxo-3-piperidyl)isoindoline-1,3-dione ClC1=C(OCCOCCOCCOC2=C3C(N(C(C3=CC=C2)=O)C2C(NC(CC2)=O)=O)=O)C=CC=C1C(=O)C1C(CCCC1=O)=O